FC(C1=CC2=C(N=C(N=C2)NC2CCN(CC2)C(=O)OCCCC)N(C1=O)[C@H]1[C@](CCC1)(C)O)F butyl 4-((6-(difluoromethyl)-8-((1R,2R)-2-hydroxy-2-methylcyclopentyl)-7-oxo-7,8-dihydropyrido[2,3-d]pyrimidin-2-yl)amino)piperidine-1-carboxylate